CC1=C(C(=CC(=C1)C)C)CC1=C(C=CC=C1)[N+](=O)[O-] 1,3,5-Trimethyl-2-(2-nitrobenzyl)benzene